(2S,5S)-3-(3-amino-5-chlorophenylethyl)-2-(1-(4-bromophenyl)-3-(4-fluorophenyl)-1H-pyrazol-4-yl)-5-methyloxazolidin-4-one NC=1C=C(C=C(C1)Cl)CCN1[C@@H](O[C@H](C1=O)C)C=1C(=NN(C1)C1=CC=C(C=C1)Br)C1=CC=C(C=C1)F